1-(1-(2,6-dichlorophenyl)ethyl)-3-methyl-4-nitro-1H-pyrazole ClC1=C(C(=CC=C1)Cl)C(C)N1N=C(C(=C1)[N+](=O)[O-])C